N-(2,6-dioxopiperidin-3-yl)-6-methoxy-2-methyl-1H-benzo[d]imidazole-4-carboxamide O=C1NC(CCC1NC(=O)C1=CC(=CC=2NC(=NC21)C)OC)=O